4-[(1S)-1-{[(S)-2-methylpropan-2-sulfinyl](prop-2-en-1-yl)amino}ethyl]piperidine-1-carboxylic acid tert-butyl ester C(C)(C)(C)OC(=O)N1CCC(CC1)[C@H](C)N(CC=C)[S@@](=O)C(C)(C)C